bis-ethylhexyl-phenoxyphenol C(C)C=1C(=C(C(=C(C1)O)OC1=CC=CC=C1)CCCCCC)CC